N[C@H]1CN(CCC1)C(=O)C=1C=C2C=C(N(C2=C(C1)OC)C)C1=CC2=C(N1CC1CC1)SC=C2 (R)-(3-aminopiperidin-1-yl)(2-(6-(cyclopropylmethyl)-6H-thieno[2,3-b]pyrrol-5-yl)-7-methoxy-1-methyl-1H-indol-5-yl)methanone